(4-(1H-pyrazol-4-yl)phenyl)-4-fluoro-6-methoxyspiro[indoline-2,3'-pyrrolidine] N1N=CC(=C1)C1=CC=C(C=C1)N1CC2(CC1)NC1=CC(=CC(=C1C2)F)OC